(2-methyl-4-(5,6,7,8-tetrahydro-1,8-naphthyridin-2-yl)butyl)homoserine CC(CN[C@@H](CCO)C(=O)O)CCC1=NC=2NCCCC2C=C1